N-[(3-Chlorophenyl)methyl]-4-(3-pyridyl)aniline ClC=1C=C(C=CC1)CNC1=CC=C(C=C1)C=1C=NC=CC1